methyl ((3S,4S)-4-(3-fluorophenyl)-1-(imidazo[1,5-a]pyridine-8-carbonyl)piperidin-3-yl)carbamate FC=1C=C(C=CC1)[C@H]1[C@@H](CN(CC1)C(=O)C=1C=2N(C=CC1)C=NC2)NC(OC)=O